FC([C@H](CC1=NC(=NO1)C=1C=CC(=C(C1)NC(=O)C1=CN=C2N1C=CC(=C2)COCC=2N=NN(N2)C(C2=CC=CC=C2)(C2=CC=CC=C2)C2=CC=CC=C2)C)O)F (S)-N-(5-(5-(3,3-difluoro-2-hydroxypropyl)-1,2,4-oxadiazol-3-yl)-2-methylphenyl)-7-(((2-trityl-2H-tetrazol-5-yl)methoxy)methyl)imidazo[1,2-a]pyridine-3-carboxamide